C(=C)C1CCCC1 3-vinylcyclopentan